CC1(CC1)CN1N=CC(=C1)C=1C=CC(=NC1C1=CC=C2C=CC=NC2=C1)C#N 5-{1-[(1-Methylcyclopropyl)methyl]-1H-pyrazol-4-yl}-6-chinolin-7-ylpyridin-2-carbonitril